2-(8-((2s,5r)-2,5-diethyl-4-(1-(4-fluoro-2-methoxyphenyl)ethyl)piperazin-1-yl)-5-methyl-6-oxo-5,6-dihydroimidazo[1,2-b]pyridazin-2-yl)acetonitrile C(C)[C@@H]1N(C[C@H](N(C1)C(C)C1=C(C=C(C=C1)F)OC)CC)C=1C=2N(N(C(C1)=O)C)C=C(N2)CC#N